C(C)(C)(C)NC1=C(C=CC=C1C)C N-tert-butyl-2,6-dimethylaniline